COC1=CC=C2C(=N1)OC(=N2)C2=CC=C(N)C=C2 4-(5-methoxyoxazolo[5,4-b]pyridin-2-yl)aniline